tert-butyl 4-(2',4-dioxospiro[cyclohexane-1,3'-indolin]-5'-yl)piperidine-1-carboxylate O=C1NC2=CC=C(C=C2C12CCC(CC2)=O)C2CCN(CC2)C(=O)OC(C)(C)C